C(N)(=O)N1OC=CC1 N-carbamoyl-isoxazole